2-(4-((2-phenyl-4-(2',3',4',5'-tetrahydro-[1,1'-biphenyl]-4-yl)-1H-benzo[d]imidazol-1-yl)methyl)phenyl)acetic acid C1(=CC=CC=C1)C1=NC2=C(N1CC1=CC=C(C=C1)CC(=O)O)C=CC=C2C2=CC=C(C=C2)C=2CCCCC2